2,2,2-Trifluoroethyl (S)-2-amino-3-(5-phenylpyridin-3-yl)propanoate dihydrochloride Cl.Cl.N[C@H](C(=O)OCC(F)(F)F)CC=1C=NC=C(C1)C1=CC=CC=C1